1-phenyl-3,5-diphenyl-2,4-dibenzoyl-1-cyclohexanol C1(=CC=CC=C1)C1(C(C(C(C(C1)C1=CC=CC=C1)C(C1=CC=CC=C1)=O)C1=CC=CC=C1)C(C1=CC=CC=C1)=O)O